Methyl (6-fluoropyridin-3-yl)(hydroxy)carbamate FC1=CC=C(C=N1)N(C(OC)=O)O